(R)-3-[2-[3-(5-Amino-2,6-naphthyridin-3-yl)phenyl]ethynyl]-3-hydroxy-1-methylpyrrolidin-2-one NC1=C2C=C(N=CC2=CC=N1)C=1C=C(C=CC1)C#C[C@]1(C(N(CC1)C)=O)O